ClC1=NC(=CC(=C1)C1(COC1)CC=O)Cl 2-[3-(2,6-dichloropyridin-4-yl)oxetan-3-yl]Acetaldehyde